6,7-dimethoxy-4-((5-nitropyridin-2-yl)oxy)quinoline COC=1C=C2C(=CC=NC2=CC1OC)OC1=NC=C(C=C1)[N+](=O)[O-]